3-((4-(4-((4-((4-(4-amino-3-(4-phenoxyphenyl)-1H-pyrazolo[3,4-d]pyrimidin-1-yl)piperidin-1-yl)methyl)piperidin-1-yl)methyl)piperidin-1-yl)phenyl)amino)piperidine-2,6-dione NC1=C2C(=NC=N1)N(N=C2C2=CC=C(C=C2)OC2=CC=CC=C2)C2CCN(CC2)CC2CCN(CC2)CC2CCN(CC2)C2=CC=C(C=C2)NC2C(NC(CC2)=O)=O